OC=1C=C(C=CC1OC)C=1C2=C(NC(N1)=S)N(C(N(C2=O)C)=O)C 5-(3-Hydroxy-4-methoxyphenyl)-1,3-dimethyl-7-thioxo-7,8-dihydropyrimido[4,5-d]pyrimidine-2,4(1H,3H)-dione